C(C)C1(C(C2=CC=C(C=C2C1)C)=O)C(=O)OC methyl 2-ethyl-5-methyl-1-oxo-2,3-dihydro-1H-indene-2-carboxylate